C(C=C)(=O)N1CC2(C1)CN(CC2)C=2N=C1C3CC(CC1=CC2C#N)C3 4-(2-(2-propenoyl)-2,6-diazaspiro[3.4]octan-6-yl)-3-azatricyclo[7.1.1.02,7]undeca-2,4,6-triene-5-carbonitrile